2-(5-fluoropyridin-2-yl)ethanone FC=1C=CC(=NC1)CC=O